OC[C@@]1(O)[C@H](O)[C@@H](O)[C@H](O1)CO α-D-sorbofuranose